C(C)(C)(C)C1=C(C=CC=C1)[I+]C1=C(C=CC=C1)C(C)(C)C bis-(tert-butylphenyl)-iodonium